FC1=C(C=CC(=C1)F)N1C=C(C(C2=CC(=C(C(=C12)Cl)N1CC(CC1)O)F)=O)C(=O)O 1-(2,4-difluorophenyl)-8-chloro-6-fluoro-1,4-dihydro-7-(3-hydroxypyrrolidinyl)-4-oxo-3-quinolinecarboxylic acid